C[C@@]1(CC[C@@]2([C@H]3CC[C@@]4([C@H](CC[C@H]4[C@@H]3CC[C@@H]2C1)[C@H](C)[C@@H](C(F)(F)F)O)C)C)O (3S,5R,8R,9S,10S,13S,14S,17R)-3,10,13-trimethyl-17-((2S,3S)-4,4,4-trifluoro-3-hydroxybutan-2-yl)hexadecahydro-1H-cyclopenta[a]phenanthren-3-ol